1,3,5-Tris(3,5-ditert-butyl-4-hydroxybenzyl)-1,3,5-triazine-2,4,6(1H,3H,5H)-trione C(C)(C)(C)C=1C=C(CN2C(N(C(N(C2=O)CC2=CC(=C(C(=C2)C(C)(C)C)O)C(C)(C)C)=O)CC2=CC(=C(C(=C2)C(C)(C)C)O)C(C)(C)C)=O)C=C(C1O)C(C)(C)C